ClCCC1OCCO1 2-(2-chloroethyl)-1,3-dioxolane